2-(cyclopentylmethyl)-9H-fluorenyllithium C1(CCCC1)CC1=C(C=2CC3=CC=CC=C3C2C=C1)[Li]